6-((tert-butoxycarbonyl)amino)imidazo[1,2-a]pyridine-2-carboxylate C(C)(C)(C)OC(=O)NC=1C=CC=2N(C1)C=C(N2)C(=O)[O-]